N-methyl-N-{4-[5-methyl-5-(trifluoromethyl)-4,5-dihydro-1,2,4-oxadiazol-3-yl]benzyl}butylamide C[N-]CCCCCC1=CC=C(C=C1)C1=NOC(N1)(C(F)(F)F)C